4-epoxycyclohexylmethyl-3,4-epoxycyclohexylcarboxylate C12(C(CCCC1)O2)CC21C(CC(CC2)C(=O)[O-])O1